NC1=C(C=NN1)C(=O)NCC1=CC=C(C=C1)F 5-amino-N-(4-fluorobenzyl)-1H-pyrazole-4-carboxamide